7-[(3aS,4R,6R,6aR)-6-ethenyl-2,2-dimethyl-hexahydrocyclopenta[d][1,3]dioxol-4-yl]-5-bromo-4-chloro-7H-pyrrolo[2,3-d]pyrimidine C(=C)[C@H]1C[C@H]([C@H]2[C@@H]1OC(O2)(C)C)N2C=C(C1=C2N=CN=C1Cl)Br